C1=CC=C2C(=C1)C=CC(=C2C3=C(C=CC4=CC=CC=C43)S(=O)(=O)N)S(=O)(=O)N (R)-1,1'-binaphthyl-2,2'-disulfonamide